8-[6-(3,3-difluoroazetidin-1-yl)pyridin-3-yl]-3-methyl-6-oxo-2H,3H,4H,6H-pyrimido[2,1-b][1,3]thiazine-7-carbonitrile FC1(CN(C1)C1=CC=C(C=N1)C=1N=C2SCC(CN2C(C1C#N)=O)C)F